ClC1=C(C=CC(=C1)F)CC(=O)NC1=CC(=C(C=C1)N1N=C(N=C1)C(F)(F)F)S(N)(=O)=O 2-(2-chloro-4-fluorophenyl)-N-{3-sulfamoyl-4-[3-(trifluoromethyl)-1H-1,2,4-triazol-1-yl]phenyl}Acetamide